O1C(CCCC1)N1N=CC(=C1)C1=CC=C(C=C1)N1CCC(CC1)CN (1-(4-(1-(tetrahydro-2H-pyran-2-yl)-1H-pyrazol-4-yl)phenyl)piperidin-4-yl)methylamine